N=1C=CN=C(CC1)C(=O)[O-] [1,4]diazepine-5(6H)-carboxylate